C(#N)C=1C(=NC(=CC1N1[C@@H]([C@@H](C1)N1CCN(CC1)C(=O)OC(C)(C)C)C)N1CCC2(C(=CCO2)C)CC1)C(F)(F)F tert-Butyl 4-((2R,3R)-1-(3-cyano-6-(4-methyl-1-oxa-8-azaspiro[4.5]dec-3-en-8-yl)-2-(trifluoromethyl)pyridin-4-yl)-2-methylazetidin-3-yl)piperazine-1-carboxylate